3-(4-(2-cyclopropyl-5-methyl-4-(1-(trifluoromethyl)cyclopropyl)-1H-imidazol-1-yl)-3,5-difluoropyridin-2-yl)-6-(4H-1,2,4-triazol-4-yl)-3-azabicyclo[3.1.0]hexane C1(CC1)C=1N(C(=C(N1)C1(CC1)C(F)(F)F)C)C1=C(C(=NC=C1F)N1CC2C(C2C1)N1C=NN=C1)F